4-chloro-3-[(2R)-2-(difluoromethyl)-4,4-difluoro-pyrrolidin-1-yl]-1H-indazole ClC1=C2C(=NNC2=CC=C1)N1[C@H](CC(C1)(F)F)C(F)F